(2S,4R)-4-hydroxy-N-[(1S)-1-[4-(4-methyl-1,3-thiazol-5-yl)phenyl]ethyl]-1-[(2S)-3-methyl-2-[3-(piperazin-1-yl)-1,2-oxazol-5-yl]butanoyl]pyrrolidine-2-carboxamide O[C@@H]1C[C@H](N(C1)C([C@@H](C(C)C)C1=CC(=NO1)N1CCNCC1)=O)C(=O)N[C@@H](C)C1=CC=C(C=C1)C1=C(N=CS1)C